N1=C(C=CC=C1)C(C)NC(=O)C1CN(C=2N(C1)N=CC2C2=CC=C(C=C2)C(F)(F)F)C(=O)[O-] 6-((1-(pyridin-2-yl) ethyl) carbamoyl)-3-(4-(trifluoromethyl) phenyl)-6,7-dihydropyrazolo[1,5-a]pyrimidine-4(5H)-carboxylate